C(C=C)(=O)N1[C@H](CN(C[C@H]1C)C1=C(C(N(C2=NC(=C(C=C12)Cl)C1=C(C(=C(C(=C1)N)F)F)F)C=1C(=NC=CC1C)C(C)C)=O)C#N)C 4-((3s,5r)-4-propenoyl-3,5-dimethylpiperazin-1-yl)-7-(5-amino-2,3,4-trifluorophenyl)-6-chloro-1-(2-isopropyl-4-methylpyridin-3-yl)-2-oxo-1,2-dihydro-1,8-naphthyridine-3-carbonitrile